C1(CCCC1)[C@@H]1[C@H](CN(C1)CC=1C=C2C=CC(=NC2=C(C1)F)C1CCOCC1)OC=1C=C2CN(C(C2=CC1)=O)[C@@H]1C(NC(CC1)=O)=O |o1:5,6| (S)-3-(5-(((3R*,4S*)-4-cyclopentyl-1-((8-fluoro-2-(tetrahydro-2H-pyran-4-yl)quinolin-6-yl)methyl)pyrrolidin-3-yl)oxy)-1-oxoisoindolin-2-yl)piperidine-2,6-dione